CN1N=C(C(=C1)COC1=CC=C(C=C1)C=1C=C(C(NC1C(F)(F)F)=O)C(=O)N)C(F)(F)F 5-(4-((1-Methyl-3-(trifluoromethyl)-1H-pyrazol-4-yl)methoxy)phenyl)-2-oxo-6-(trifluoromethyl)-1,2-dihydropyridine-3-carboxamide